(S) or (R)-4-((1-((2,4-dimethyl-6-oxo-1,6-dihydropyrimidin-5-yl)methyl)-4-(1-fluoroethyl)-6-oxo-1,6-dihydropyrimidin-5-yl)oxy)-3,5-dimethylbenzonitrile CC=1NC(C(=C(N1)C)CN1C=NC(=C(C1=O)OC1=C(C=C(C#N)C=C1C)C)[C@H](C)F)=O |o1:27|